Cl.F[C@H]1CN(CC1)CCO (R)-2-(3-fluoropyrrolidin-1-yl)ethane-1-ol hydrochloride